FC(C1(C2=CC3=C(C=C2OC2=CC=4C(C=C12)=COC4)COC3)C(F)(F)F)(F)F 11,11-Bis(trifluoromethyl)-1H-difuro[3,4-b:3',4'-i]xanthene